NC1=NC2=CC(=CC(=C2C=C1F)F)C[C@H]1[C@H]2C[C@H]([C@@H]([C@]2(CC1)O)O)N1C=C(C2=C1N=CN=C2N)F (1S,2R,3aR,4S,6aR)-4-((2-amino-3,5-difluoroquinolin-7-yl)methyl)-2-(4-amino-5-fluoro-7H-pyrrolo[2,3-d]pyrimidin-7-yl)hexahydro-pentalene-1,6a(1H)-diol